C(C)(C)(C)OC(=O)NC1CCC(CC1)C(=O)N[C@H](COC1=CC=C(C=C1)C=1C=C2C(=CC=NC2=CC1)C(=O)OC)CC1=CC2=CC=CC=C2C=C1 methyl 6-(4-((S)-2-((1r,4S)-4-(tert-butoxycarbonylamino) cyclohexanecarboxamido)-3-(naphthalen-2-yl)propoxy)phenyl)quinoline-4-carboxylate